(S)-4-ethoxy-6-(1-(7-(2-(3-fluoroazetidin-1-yl)ethyl)-5-(1-methyl-6-oxo-4-(trifluoromethyl)-1,6-dihydropyridin-3-yl)-1-oxo-3,4-dihydroisoquinolin-2(1H)-yl)ethyl)nicotinonitrile C(C)OC1=CC(=NC=C1C#N)[C@H](C)N1C(C2=CC(=CC(=C2CC1)C1=CN(C(C=C1C(F)(F)F)=O)C)CCN1CC(C1)F)=O